FC1=C(C=C2C(=NNC(C2=C1)=O)C)N1CCN(CC1)CC1CCNCC1 7-fluoro-4-methyl-1-oxo-6-(4-(piperidin-4-ylmethyl)piperazin-1-yl)phthalazine